C(C)(C)(C)OC(=O)N1CCC(CC1)COC=1C=C2CCN(C(C2=CC1)=O)C[C@@H](CN1CC2=CC=CC=C2CC1)O 4-[[2-[(2R)-3-(3,4-dihydro-1H-isoquinolin-2-yl)-2-hydroxy-propyl]-1-oxo-3,4-dihydroisoquinolin-6-yl]oxymethyl]piperidine-1-carboxylic acid tert-butyl ester